NC1=C(C(=NC=N1)NC[C@H]1[C@@H](CN(CC1)C(CCN1CCCCC1)=O)O)C1=CC=C(C=C1)OC1=CC=CC=C1 1-((3S,4S)-4-(((6-amino-5-(4-phenoxyphenyl)pyrimidin-4-yl)amino)methyl)-3-hydroxypiperidin-1-yl)-3-(piperidin-1-yl)propan-1-one